OC(C)(C)C=1C=NC(=NC1)C=1C(=C(C=CC1)NC1=CC(=NC=C1C(CC)=O)NC1=CC=CC(=N1)C#N)OC 6-((4-((3-(5-(2-hydroxypropan-2-yl)pyrimidin-2-yl)-2-methoxyphenyl)amino)-5-propionylpyridin-2-yl)Amino)pyridinenitrile